1-methyl-4-(4,4,5,5-tetramethyl-1,3,2-dioxaborolan-2-yl)triazole CN1N=NC(=C1)B1OC(C(O1)(C)C)(C)C